C12(CC(C1)C2)N2N=CC(=C2)C=2N=C(C=1N(C2)N=CC1F)N1C([C@]([C@@H](C1)C)(C#N)C1CC1)=O (3R,4S)-1-(6-(1-(bicyclo[1.1.1]pentan-1-yl)-1H-pyrazol-4-yl)-3-fluoropyrazolo[1,5-a]pyrazin-4-yl)-3-cyclopropyl-4-methyl-2-oxopyrrolidine-3-carbonitrile